C(C)(C)(C)OC(=O)N(C[C@@H](C(=O)O)C1=CC=C(C=C1)Cl)C(C)C (S)-3-(tert-Butoxycarbonyl-(isopropyl)amino)-2-(4-chlorophenyl)-propionic acid